Lanthanum (III) triflat [O-]S(=O)(=O)C(F)(F)F.[La+3].[O-]S(=O)(=O)C(F)(F)F.[O-]S(=O)(=O)C(F)(F)F